2-isopropyl-5-(quinazolin-2-yl)benzene-1,3-diol C(C)(C)C1=C(C=C(C=C1O)C1=NC2=CC=CC=C2C=N1)O